NCCNCCC[Si](OCC)(OCC)OCC N-(aminoethyl)aminopropyl-triethoxysilane